ClC1=CC=C(C=C1)C=1N=CN(C1C1=CC=NC=C1)CC(=O)N1CC(CC1)N1C=NC=C1 2-[4-(4-chlorophenyl)-5-(pyridin-4-yl)-1H-imidazol-1-yl]-1-[3-(1H-imidazol-1-yl)pyrrolidin-1-yl]ethan-1-one